N-hydroxyornithine methyl ester COC([C@@H](NO)CCCN)=O